(R)-N-(2-(4-Cyanothiazolidin-3-yl)-2-oxoethyl)-6-(3-(methoxymethyl)-3-methyl-azetidin-1-yl)quinoline-4-carboxamide C(#N)[C@H]1N(CSC1)C(CNC(=O)C1=CC=NC2=CC=C(C=C12)N1CC(C1)(C)COC)=O